COC(=O)C=1C=C2C=NN(CC2=CC1)CC1=CC=CC=C1 2-benzyl-1,2-dihydrophthalazine-6-carboxylic acid methyl ester